N1CNCC2=CC=CC=C12 1,2,3,4-tetrahydroquinazoline